7-chloro-6-fluoro-5-methyl-4-oxo-1-(1,3-thiazol-2-yl)-1,4-dihydro-1,8-naphthyridine-3-carboxylic acid ClC1=C(C(=C2C(C(=CN(C2=N1)C=1SC=CN1)C(=O)O)=O)C)F